C[C@@H]1N(S(OC1)(=O)=O)C(=O)OCC1=CC=CC=C1 benzyl (S)-4-methyl-1,2,3-oxathiazolidine-3-carboxylate 2,2-dioxide